BrCC(=O)C1=C(C=C(C=C1)C(F)(F)F)O 2-bromo-1-(2-hydroxy-4-(trifluoromethyl)phenyl)ethanone